ClC1=C(OC2=C1C=CC=C2)C(=O)N 3-chloro-benzofuran-2-carboxamide